IC1=NC(=NC(=C1OC)C1=CC(=CC=C1)C1=NN(C=C1)C)N1CCOCC1 4-(4-iodo-5-methoxy-6-(3-(1-methyl-1H-pyrazol-3-yl)phenyl)-pyrimidin-2-yl)morpholine